2,2,6,6-tetramethylpiperidinium sebacate C(CCCCCCCCC(=O)[O-])(=O)[O-].CC1([NH2+]C(CCC1)(C)C)C.CC1([NH2+]C(CCC1)(C)C)C